C(C)C=1C(=C(C(=O)N)C=C(C1)F)SC1=CC=C2C(=CN(C2=C1)C1OCCCC1)\C=C\C=1C=NN(C1)CCCN1CCCC1 Ethyl-5-fluoro-2-[3-[(trans)-2-[1-(3-pyrrolidin-1-ylpropyl)pyrazol-4-yl]vinyl]-1-tetrahydropyran-2-yl-indol-6-yl]sulfanylbenzamide